CC1(C(C(CC1C)N1C=CC2=C1N=CN=C2OC2=CC=CC=C2)O)O 1,5-dimethyl-3-(4-phenoxy-7H-pyrrolo[2,3-d]pyrimidin-7-yl)cyclopentane-1,2-diol